NCC1=CC=CC(=N1)OC=1C=CC(=C(C1)C1=NN(C=C1NC(=O)C=1C=NN2C1N=CC=C2)C)OC(F)F N-[3-[5-[[6-(aminomethyl)-2-pyridyl]oxy]-2-(difluoromethoxy)phenyl]-1-methyl-pyrazol-4-yl]pyrazolo[1,5-a]pyrimidine-3-carboxamide